C(C=C)N1S(C(=CC=2C=CC=3C=CNC3C21)CCC)(=O)=O 1-allyl-3-propyl-1,9-dihydro-[1,2]thiazino[4,3-g]indole 2,2-dioxide